ClC1=C(C(=NC(=N1)C1=CC=NC=C1)NC1=CC=C(C=C1)C)C(F)(F)F 6-chloro-N-(4-methylphenyl)-2-(4-pyridyl)-5-(trifluoromethyl)-4-pyrimidinamine